CC=1N=C(N2C1C=CC=C2)C(=O)C2=CC=CC=C2 (1-methylimidazo[1,5-a]pyridin-3-yl)(phenyl)methanone